(R)-N-(1-(7-(8-ethynyl-3-hydroxynaphthalen-1-yl)-8-fluoro-2-((tetrahydro-1H-pyrrolizin-7a(5H)-yl)methoxy)pyrido[4,3-d]pyrimidin-4-yl)-5,5-difluoroazepan-3-yl)acrylamide C(#C)C=1C=CC=C2C=C(C=C(C12)C1=C(C=2N=C(N=C(C2C=N1)N1C[C@@H](CC(CC1)(F)F)NC(C=C)=O)OCC12CCCN2CCC1)F)O